(Z)-dec-4-en-1-yl (5-((2-hydroxyethyl)amino)pentyl) carbonate C(OCCC\C=C/CCCCC)(OCCCCCNCCO)=O